CCC1(CO1)N1N=CC(=C1)N 1-(epoxybutan-3-yl)-1H-pyrazol-4-amine